tert-butyl (R)-2-(5-methoxy-5-oxopentyl)pyrrolidine-1-carboxylate COC(CCCC[C@H]1N(CCC1)C(=O)OC(C)(C)C)=O